BrC=1C=C2[C@](NC(NC2=CC1CCl)=O)(C(F)(F)F)C#CC1CC1 (S)-6-bromo-7-(chloromethyl)-4-(cyclopropylethynyl)-4-(trifluoromethyl)-3,4-dihydroquinazolin-2(1H)-one